C(C(=C)C)(=O)OC12C(C3(C(C(C(C(C1(F)F)(C3(F)F)F)(F)F)(C2(F)F)F)(F)F)OC(C(=C)C)=O)(F)F perfluoro-1,3-adamantanediol dimethacrylate